FC1=C(C(=CC=2C3=C(C(=NC12)O[C@@H](C)[C@H]1N(CCC1)C)N=NN3[C@@H]3C[C@H](NCC3)CC#N)C)C=3C(=CC=C1C=CC=NC31)F 2-((2S,4S)-4-(6-fluoro-7-(7-fluoroquinolin-8-yl)-8-methyl-4-((S)-1-((S)-1-methyl-pyrrolidin-2-yl)ethoxy)-1H-[1,2,3]triazolo[4,5-c]quinolin-1-yl)piperidin-2-yl)acetonitrile